1-[4-(Cyclopentylamino)-5,6,7,8-tetrahydropyrido[3,2-d]pyrimidin-2-yl]pentan-1-one C1(CCCC1)NC=1C2=C(N=C(N1)C(CCCC)=O)CCCN2